3,5-dimethyl-1H-pyrazole-4-carbaldehyde CC1=NNC(=C1C=O)C